tert-Butyl ((4-methyl-2-(((RS)-5-((3-(trifluoromethyl)bicyclo[1.1.1]pentan-1-yl)amino)pentan-2-yl)oxy)phenyl)sulfonyl)-L-prolinate CC1=CC(=C(C=C1)S(=O)(=O)N1[C@@H](CCC1)C(=O)OC(C)(C)C)O[C@H](C)CCCNC12CC(C1)(C2)C(F)(F)F |&1:23|